[P].OC1=C(C=C(C=C1CCOC(C(=C)C)=O)Cl)N1N=C2C(=N1)C=CC=C2 2-[2-hydroxy-3-(2-methacryloyloxyethyl)-5-chlorophenyl]benzotriazole Phosphorus